(2-chlorophenyl)-3,5,6,7,8,9-hexahydro-11H-azepino[1,2-a]purin-11-one ClC1=C(C=CC=C1)C=1NC=2N=C3N(C(C2N1)=O)CCCCC3